2-Amino-6-((1S,6S)-2,2-difluoro-6-hydroxycyclohexyl)-4-ethoxy-6,7-dihydro-5H-pyrrolo[3,4-d]pyrimidin-5-one NC=1N=C(C2=C(N1)CN(C2=O)[C@@H]2C(CCC[C@@H]2O)(F)F)OCC